COCCOCCOCCOCCOCCOCCOCCCOC1=NN(C=C1NC1=NC=C(C=N1)C1=C(C#N)C=CC=C1)C1CCC(CC1)N1C[C@@H](O[C@@H](C1)C)C 2-(((3-((2,5,8,11,14,17,20-heptaoxatricosan-23-yl)oxy)-1-((1r,4r)-4-((2S,6R)-2,6-dimethylmorpholino)cyclohexyl)-1H-pyrazol-4-yl)amino)pyrimidin-5-yl)benzonitrile